C1(=CC=CC=C1)[SiH](C(C[SiH](C1=CC(=CC(=C1)C)C)C1=CC(=CC(=C1)C)C)C1=CC=CC=C1)C1=CC=CC=C1 1-(diphenylsilyl)-2-[bis(3,5-dimethylphenyl)silyl]ethylbenzene